(R)-N'-((3-(2-(methoxy-d3)pyridin-4-yl)bicyclo[4.2.0]octa-1(6),2,4-trien-2-yl)carbamoyl)-6,7-dihydro-5H-pyrazolo[5,1-b][1,3]oxazine-3-sulfonimidamide C(OC1=NC=CC(=C1)C1=C(C=2CCC2C=C1)NC(=O)N=[S@](=O)(N)C=1C=NN2C1OCCC2)([2H])([2H])[2H]